ClC=1N=CC2=C(N1)N(C(=C2F)C2CC2)C2=CC=CC(=N2)C(C)(C)O 2-(6-(2-chloro-5-fluoro-6-cyclopropyl-7H-pyrrolo[2,3-d]pyrimidin-7-yl)pyridin-2-yl)propan-2-ol